(S)-tert-Butyl 1-(3-chloro-5-fluoro-2-((4-methoxyphenoxy)methyl)phenyl)ethyl(2-oxoethyl)carbamate ClC=1C(=C(C=C(C1)F)[C@H](C)N(C(OC(C)(C)C)=O)CC=O)COC1=CC=C(C=C1)OC